1-(5-(4-(4-bromophenyl)piperazin-1-yl)pyridin-2-yl)-1,1-difluoropropan-2-one BrC1=CC=C(C=C1)N1CCN(CC1)C=1C=CC(=NC1)C(C(C)=O)(F)F